4,6-difluoro-N-(2-(1-methyl-8-oxa-1-azaspiro[4.5]dec-4-yl)thieno[2,3-b]pyridin-4-yl)benzo[d]thiazol-5-amine FC1=C(C(=CC2=C1N=CS2)F)NC2=C1C(=NC=C2)SC(=C1)C1CCN(C12CCOCC2)C